FC(C=1C=C(CO[C@H]2[C@H](N(CCC2)CC2=NC(NN2)=O)C2=CC(=C(C=C2)O)[125I])C=C(C1)C(F)(F)F)(F)F 5-(((2R,3R)-3-((3,5-bis(trifluoromethyl)benzyl)oxy)-2-(4-hydroxy-3-(125I)iodophenyl)piperidin-1-yl)methyl)-1H-1,2,4-triazol-3(2H)-one